C(C)(C)(C)OC(=O)C=1C=NN(C1)C1CCC(CC1)CO[Si](C)(C)C(C)(C)C.ClC=1SC(=CN1)Cl 2,5-dichlorothiazole tert-butyl-1-[4-[[tert-butyl(dimethyl)silyl]oxymethyl]cyclohexyl]pyrazole-4-carboxylate